(2S)-2-Amino-4-methoxybutanoic acid N[C@H](C(=O)O)CCOC